CS(=O)(=O)C1=CC(=C(C=C1)NCC#CC=1N(C2=CC=CC(=C2C1)NC1CCN(CC1)CC(COC(CC)=O)OC(CC)=O)CC(F)(F)F)OC 1-{4-[(2-{3-[(4-methanesulfonyl-2-methoxyphenyl)amino]prop-1-yn-1-yl}-1-(2,2,2-trifluoroethyl)-1H-indol-4-yl)amino]piperidin-1-yl}-3-(propanoyloxy)propan-2-ylpropanoate